COP(OC)(=O)C(C(C)=O)C(C1=CC=C(C=C1)OC)N [1-(1-amino-1-p-methoxyphenylmethyl)-2-oxopropyl]phosphonic acid dimethyl ester